(±)-(3aR,12bR)-3-benzyl-2,3,3a,4,5,12b-hexahydropyrrolo[3',2':3,4]pyrido[2,1-b]quinazolin-7(1H)-one C(C1=CC=CC=C1)N1CC[C@@H]2[C@H]1CCN1C2=NC2=CC=CC=C2C1=O |r|